4-chloro-6-quinazolinecarbonitrile ClC1=NC=NC2=CC=C(C=C12)C#N